ClC=1C=C(C=C2C=C(N=CC12)NC(=O)[C@H]1[C@@H](C1)C#N)C=1C=C(C(=O)NC)C=CC1C |r| (±)-trans-3-[8-chloro-3-[(2-cyanocyclopropanecarbonyl)amino]-6-isoquinolyl]-N,4-dimethyl-benzamide